bromo-2-chloroacetic acid BrC(C(=O)O)Cl